The molecule is a glutathione conjugate obtained by formal 1,4-addition of the thiol function of glutathione to the enone function of prostaglandin J2 (where the newly formed stereocentre at position 9 has R-configuration). It is a glutathione conjugate, an organic sulfide and a prostanoid. It derives from a prostaglandin J2. It is a conjugate acid of a (R)-PGJ2-S-glutathione conjugate(2-). CCCCC[C@@H](/C=C/[C@@H]1[C@H]([C@@H](CC1=O)SC[C@@H](C(=O)NCC(=O)O)NC(=O)CC[C@@H](C(=O)O)N)C/C=C\\CCCC(=O)O)O